(±)-4-hydrazinyl-1-methylazepane N(N)[C@H]1CCN(CCC1)C |r|